C(C1=CC=CC=C1)N1CCC(CC1)CCNC(=O)N1[C@@H](CN(CC1)C1=NC=C(C=C1F)F)C (2R)-N-[2-(1-benzylpiperidin-4-yl)ethyl]-4-(3,5-difluoropyridin-2-yl)-2-methylpiperazine-1-carboxamide